8-[[4,8-difluoro-2-[(1S)-2-hydroxy-1-(methylamino)ethyl]-3,5,6,7-tetrahydrocyclopenta[f]benzimidazol-6-yl]methyl]-2-oxo-1-oxa-3,8-diazaspiro[4.5]decan FC1=C2C(=C(C=3N=C(NC31)[C@@H](CO)NC)F)CC(C2)CN2CCC3(CNC(O3)=O)CC2